Cl.N[C@@](CC(=O)OC)(CCC=C)CC methyl (R)-3-amino-3-ethyl-6-heptenoate hydrochloride